1-(1-(2-((3-([1,1'-biphenyl]-4-yl)-1-amino-1-oxopropan-2-yl)carbamoyl)-4-hydroxypyrrolidin-1-yl)-3,3-dimethyl-1-oxobutan-2-yl)-1H-1,2,3-triazole-4-carboxylic acid C1(=CC=C(C=C1)CC(C(=O)N)NC(=O)C1N(CC(C1)O)C(C(C(C)(C)C)N1N=NC(=C1)C(=O)O)=O)C1=CC=CC=C1